5-(trifluoromethyl)-3-[(2S)-2-[4-[5-(trifluoromethyl)pyrimidin-2-yl]piperazine-1-carbonyl]-3,4-dihydro-2H-quinolin-1-yl]-1H-pyridazin-6-one FC(C1=CC(=NNC1=O)N1[C@@H](CCC2=CC=CC=C12)C(=O)N1CCN(CC1)C1=NC=C(C=N1)C(F)(F)F)(F)F